9-(2,4-difluorophenyl)-2,3-dimethyl-7-[2-(2-methyl-4-pyridyl)tetrahydropyran-4-yl]pyrido[1,2-a]pyrimidin-4-one FC1=C(C=CC(=C1)F)C1=CC(=CN2C1=NC(=C(C2=O)C)C)C2CC(OCC2)C2=CC(=NC=C2)C